(6S,8R)-N-(5-cyano-6-(trifluoromethoxy)pyridin-3-yl)-2-fluoro-8-methyl-8-(1-methyl-1H-pyrazol-4-yl)-7,8-dihydro-6H-cyclopenta[e]pyrazolo[1,5-a]pyrimidine-6-carboxamide C(#N)C=1C=C(C=NC1OC(F)(F)F)NC(=O)[C@H]1C[C@@](C2=C1C=NC=1N2N=C(C1)F)(C=1C=NN(C1)C)C